C1N(CC2=NC=C3CCCC3=C12)C(=O)[C@H]1CN(CC1)C=1C=NC(=CC1)C(F)(F)F (3,6,7,8-Tetrahydro-1H-2,4-diaza-as-indacen-2-yl)-[1-(6-trifluoromethyl-pyridin-3-yl)-pyrrolidin-3(R)-yl]-methanone